5-tert-butyl-5-{4-[4-(5-cyclopropyl-3-methylpyridin-2-yl)piperazine-1-carbonyl]phenyl}imidazolidine-2,4-dione C(C)(C)(C)C1(C(NC(N1)=O)=O)C1=CC=C(C=C1)C(=O)N1CCN(CC1)C1=NC=C(C=C1C)C1CC1